2,6-dichloro-4,8-di(piperidin-1-yl)pyrimido[5,4-d]pyrimidine ClC=1N=C(C2=C(N1)C(=NC(=N2)Cl)N2CCCCC2)N2CCCCC2